FC(CN1C=NC2=C1C=C(C=C2)C=2C=CN1N=C(N=C(C12)OC)NCC(C#N)(C)C)F 3-((5-(1-(2,2-difluoroethyl)-1H-benzo[d]imidazol-6-yl)-4-methoxypyrrolo[2,1-f][1,2,4]triazin-2-yl)amino)-2,2-dimethylpropanenitrile